N-[4-(3-phenylureido)-phenyl]acetamide C1(=CC=CC=C1)NC(NC1=CC=C(C=C1)NC(C)=O)=O